COC(=O)C1=NC(=C(N=C1NC1=CC=C(C=C1)OC[C@H]1N(C[C@@H](C1)OC)C)C)C1=CC=CC=2N(C=NC21)C Methyl-3-[4-[[[2S,4R]-4-methoxy-1-methyl-pyrrolidin-2-yl]methoxy]anilino]-5-methyl-6-(1-methylbenzimidazol-4-yl)pyrazine-2-carboxylate